1'-(4,8-dimethoxy-2-naphthoyl)-7-ethylspiro[isochroman-3,4'-piperidine]-1-one COC1=CC(=CC2=C(C=CC=C12)OC)C(=O)N1CCC2(CC1)OC(C1=CC(=CC=C1C2)CC)=O